tert-butyl 8-methyl-4-[8-methyl-2-[4-(methylsulfamoylmethyl)anilino]-7-oxo-pyrido[2,3-d]pyrimidin-6-yl]-2,3-dihydroquinoxaline-1-carboxylate CC=1C=CC=C2N(CCN(C12)C(=O)OC(C)(C)C)C1=CC2=C(N=C(N=C2)NC2=CC=C(C=C2)CS(NC)(=O)=O)N(C1=O)C